3-(3-fluoro-4-methoxyphenyl)-4,5-dihydro-1H-benzo[g]indole-2-carboxylic acid FC=1C=C(C=CC1OC)C1=C(NC=2C3=C(CCC12)C=CC=C3)C(=O)O